6-(5-(4-(trifluoromethyl)-phenyl)-2,3,4,5-tetrahydrobenzo[b][1,4]oxazepin-8-yl)picolinamide FC(C1=CC=C(C=C1)N1C2=C(OCCC1)C=C(C=C2)C2=CC=CC(=N2)C(=O)N)(F)F